tert-Butyl 4-(3-(difluoromethyl)-4-(5-((3S)-3-((tetrahydro-2H-pyran-2-yl)oxy)piperidin-1-yl)pyrazolo[1,5-a]pyrimidine-3-carboxamido)-1H-pyrazol-1-yl)piperidine-1-carboxylate FC(C1=NN(C=C1NC(=O)C=1C=NN2C1N=C(C=C2)N2C[C@H](CCC2)OC2OCCCC2)C2CCN(CC2)C(=O)OC(C)(C)C)F